C(#N)C=1C(=NC(=CC1C)C)C(=O)NC=1C=C2C(=NNC2=CC1)C1=COC=C1 Cyano-N-(3-(furan-3-yl)-1H-indazol-5-yl)-4,6-dimethylpicolinamide